C1(CCCC1)C(N1C=C(C=2C1=NC=C(C2)C=2C(=NOC2C)C)C=2C=C(C=CC2)CC(=O)O)C2=NC=CC=C2 2-(3-(1-(cyclopentyl(pyridin-2-yl)methyl)-5-(3,5-dimethylisoxazol-4-yl)-1H-pyrrolo[2,3-b]pyridin-3-yl)phenyl)acetic acid